N-[4-(7-Fluoro-1,3-benzoxazol-2-yl)phenyl]-1-methylcyclopropancarboxamid FC1=CC=CC=2N=C(OC21)C2=CC=C(C=C2)NC(=O)C2(CC2)C